tert-butyl 4-(6-fluoro-1-(1-(4-methoxybenzyl)-2,6-dioxopiperidin-3-yl)-3-methyl-1H-indazol-5-yl)piperidine-1-carboxylate FC1=C(C=C2C(=NN(C2=C1)C1C(N(C(CC1)=O)CC1=CC=C(C=C1)OC)=O)C)C1CCN(CC1)C(=O)OC(C)(C)C